C(C)(C)(C)N1N=CC(=C1)NC1=NC=C(C(=N1)NCCCC=C(C)C)C(=O)N 2-((1-tert-butyl-1H-pyrazol-4-yl)amino)-4-((5-methylhex-4-en-1-yl)amino)pyrimidin-5-carboxamide